2-(6-{5-chloro-2-[(prop-2-yl)amino]pyrimidin-4-yl}-1-oxo-2,3-dihydro-1H-isoindol-2-yl)-N-[(1S)-2-hydroxy-1-(3-methoxyphenyl)ethyl]acetamide ClC=1C(=NC(=NC1)NC(C)C)C1=CC=C2CN(C(C2=C1)=O)CC(=O)N[C@H](CO)C1=CC(=CC=C1)OC